C(#N)C=1C=CC(=NC1)C(C)N1C(=NC2=C1C=C(C=C2F)F)N2C[C@H]([C@@H](CC2)F)NC(OC(C)(C)C)=O tert-butyl ((3R,4R)-1-(1-(1-(5-cyanopyridin-2-yl)ethyl)-4,6-difluoro-1H-benzo[d]imidazol-2-yl)-4-fluoropiperidin-3-yl)carbamate